(2R,5S)-5-(aminomethyl)-2-[3-(4-chlorophenyl)phenyl]-1,4-oxazepan-3-one NC[C@H]1NC([C@H](OCC1)C1=CC(=CC=C1)C1=CC=C(C=C1)Cl)=O